ethyl 2-chloro-7-cyanomethyl-7H-pyrrolo[2,3-d]pyrimidine-6-carboxylate ClC=1N=CC2=C(N1)N(C(=C2)C(=O)OCC)CC#N